1-(2-chlorophenyl)-4-(cyclopropyl-amino)-7-(trifluoromethyl)quinazolin-2(1H)-one ClC1=C(C=CC=C1)N1C(N=C(C2=CC=C(C=C12)C(F)(F)F)NC1CC1)=O